4-(4-((2,6-dioxopiperidin-3-yl)amino)benzyl)-N-(4-(((5-(((S)-1-hydroxybutan-2-yl)amino)-3-isopropylpyrazolo[1,5-a]pyrimidin-7-yl)amino)methyl)phenyl)piperazine-1-carboxamide O=C1NC(CCC1NC1=CC=C(CN2CCN(CC2)C(=O)NC2=CC=C(C=C2)CNC2=CC(=NC=3N2N=CC3C(C)C)N[C@H](CO)CC)C=C1)=O